FC(OC1=C(C(=CC=C1)C=C)F)F 1-(difluoromethoxy)-2-fluoro-3-vinylbenzene